FC1=C(C=CC=C1F)CN1C(CCC1=O)CC(=O)NCC1=C(C=CC=C1)CC 2-[1-[(2,3-difluorophenyl)methyl]-5-oxopyrrolidine-2-yl]-N-[(2-ethylphenyl)methyl]acetamide